OCCC(C(O)(O)O)N (2-hydroxyethyl)amino(trihydroxymethyl)methane